[As]([O-])([O-])([O-])=O.[Cr+3].[Cu+2] copper-chromium arsenate